N-((S)-1-(5-(2-Methoxychinolin-3-yl)-1H-imidazol-2-yl)-7-oxononyl)-6-azaspiro[2.5]octan-1,6-dicarboxamid COC1=NC2=CC=CC=C2C=C1C1=CN=C(N1)[C@H](CCCCCC(CC)=O)NC(=O)C1CC12CCN(CC2)C(=O)N